BrC1=NC(=C(C(=O)OC)C=C1)F methyl 6-bromo-2-fluoronicotinate